C(C)OCCOCCOC1=CC=C(C=N1)C1=NC(=C2C(=N1)N(N=C2)C2=NC=C(C=C2)C(F)(F)F)NC(=O)C=2SC(=CC2)[N+](=O)[O-] N-(6-(6-(2-(2-ethoxyethoxy)ethoxy)pyridin-3-yl)-1-(5-(trifluoromethyl)pyridin-2-yl)-1H-pyrazolo[3,4-d]pyrimidin-4-yl)-5-nitrothiophene-2-carboxamide